FC(CC1OCCO1)(F)F 2-(2,2,2-trifluoroethyl)1,3-dioxolane